1-(5-(8-((3-methyl-4-((1-methyl-1H-benzo[d][1,2,3]triazol-5-yl)oxy)phenyl)amino)pyrimido[5,4-d]pyrimidin-2-yl)hexahydropyrrolo[3,4-c]pyrrol-2(1H)-yl)prop-2-en-1-one CC=1C=C(C=CC1OC1=CC2=C(N(N=N2)C)C=C1)NC1=NC=NC2=C1N=C(N=C2)N2CC1C(C2)CN(C1)C(C=C)=O